3-[1-[2-(3-Azabicyclo[3.1.0]hexan-3-yl)-6-fluoro-3-methyl-4-oxoquinazolin-8-yl]ethyl-amino]-6-chloropyridine-2-carboxylic acid C12CN(CC2C1)C1=NC2=C(C=C(C=C2C(N1C)=O)F)C(C)NC=1C(=NC(=CC1)Cl)C(=O)O